ClC=1C=C(C=CC1F)NC(=O)[C@@H]1CN(CC1)C(=O)C1=NC=2C(=NC=CC2)N1 (S)-N-(3-chloro-4-fluorophenyl)-1-(3H-imidazo[4,5-b]pyridine-2-carbonyl)pyrrolidine-3-carboxamide